BrCCOC=1C=C(OC2CCN(CCC2)C(=O)OC(C)(C)C)C=CC1 tert-Butyl 4-[3-(2-bromoethoxy)phenoxy]azepane-1-carboxylate